(S)-tert-butyl (1-(4-((3-bromophenyl)amino)-5-carbamoylpyrimidin-2-yl)piperidin-3-yl)carbamate BrC=1C=C(C=CC1)NC1=NC(=NC=C1C(N)=O)N1C[C@H](CCC1)NC(OC(C)(C)C)=O